methyl (R)-2-amino-3-methylbutyrate N[C@@H](C(=O)OC)C(C)C